OCCC(=O)C1CCCCC1 Hydroxymethyl-cyclohexylethanon